CNCCO N-methyl-(2-hydroxyethyl)amine